(3R,8S*)-tert-butyl 8-(isoxazol-3-yl)-3,10-dimethyl-11-oxo-3,4,8,9,10,11-hexahydro-1H-pyrido[4',3':3,4]-pyrazolo[1,5-a][1,4]diazepine-2(7H)-carboxylate O1N=C(C=C1)[C@H]1CN(C(C=2N(C1)N=C1C2CN([C@@H](C1)C)C(=O)OC(C)(C)C)=O)C |o1:5|